methyl (E)-2-[2-[(5-cyano-2-methyl-phenoxy)methyl]phenyl]-3-meth-oxy-prop-2-enoate C(#N)C=1C=CC(=C(OCC2=C(C=CC=C2)/C(/C(=O)OC)=C\OC)C1)C